3-(2-methoxy-4-(4,4,5,5-tetramethyl-1,3,2-dioxaborolan-2-yl)phenyl)propan-1-ol COC1=C(C=CC(=C1)B1OC(C(O1)(C)C)(C)C)CCCO